1-chloro-2-(chlorodiphenylmethyl)benzene ClC1=C(C=CC=C1)C(C1=CC=CC=C1)(C1=CC=CC=C1)Cl